NC1=C(C=CC(=C1)CCC1=CC=C(C=C1)C(F)(F)F)NC(CCCC[C@H](CF)F)=O (6R)-N-(2-amino-4-(4-(trifluoromethyl)phenethyl)phenyl)-6,7-difluoroheptanamide